methyl (toluene-4-sulfonylamino)acetate CC1=CC=C(C=C1)S(=O)(=O)NCC(=O)OC